3-(methyl-d3)-6-(4,4,5,5-tetramethyl-1,3,2-dioxaborolan-2-yl)benzo[d]thiazol-2(3H)-one C(N1C(SC2=C1C=CC(=C2)B2OC(C(O2)(C)C)(C)C)=O)([2H])([2H])[2H]